5-cyclopropyl-1-(2-oxo-1,2-dihydropyrrolo[4,3,2-ij]isoquinolin-6-yl)-N-(2-(trifluoromethyl)pyridin-4-yl)-1H-pyrazole-4-carboxamide C1(CC1)C1=C(C=NN1C1=CN=C2C3=C(C=CC=C13)C(N2)=O)C(=O)NC2=CC(=NC=C2)C(F)(F)F